tert-butyl 2-bromo-7,7-difluoro-6,7-dihydrothiazolo[5,4-c]pyridine-5(4H)-carboxylate BrC=1SC=2CN(CC(C2N1)(F)F)C(=O)OC(C)(C)C